ClC1=CC=C(C=C1)C1=NC(=C2C(=N1)N(N=C2)C2=CC=C(C=C2)F)NC(=O)C=2SC(=CC2)[N+](=O)[O-] N-(6-(4-chlorophenyl)-1-(4-fluorophenyl)-1H-pyrazolo[3,4-d]pyrimidin-4-yl)-5-nitrothiophene-2-carboxamide